ClC1=C(C(=[N+](C=C1)[O-])C)C 4-chloro-2,3-dimethyl-pyridine-1-oxide